Cl.NCC(=O)O.NCC(=O)O.NCC(=O)O Tris-Glycine HCl